F[B-](F)(F)F.C(C)[N+]1(CCCC1)C ethylmethylpyrrolidinium tetrafluoroborate